FC1=CC=C(C=C1)C1=C(C=NC2=CC3=C(C=C12)C(NN3)=O)C(C)C 5-(4-fluorophenyl)-6-isopropyl-1H-pyrazolo[4,3-g]quinolone